ClC1=CC(=C(COC2=CC=CC(=N2)C2=CC(N(C=C2)CC2=NC3=C(N2CC2OCCC2)C=CC=C3)=O)C=C1)F 2-((4-(6-(4-Chloro-2-fluorobenzyloxy)pyridin-2-yl)-2-oxopyridin-1(2H)-yl)methyl)-1-((tetrahydrofuran-2-yl)methyl)-1H-benzo[d]imidazol